CS(=O)(=O)C=1SC=C(N1)C(=O)OCC ethyl 2-methanesulfonyl-1,3-thiazole-4-carboxylate